FC1=C(C=C(C=C1)CC(=O)O)CCN[C@@H]([C@H]1CNC2=CC=CN=C2C1)C1=CC=CC=C1 2-(4-fluoro-3-(2-(((S)-phenyl((R)-1,2,3,4-tetrahydro-1,5-naphthyridin-3-yl)methyl)amino)ethyl)phenyl)acetic acid